tert-butyl ((5-methoxy-2-oxo-1,2,3,4-tetrahydroquinolin-3-yl)methyl)carbamate COC1=C2CC(C(NC2=CC=C1)=O)CNC(OC(C)(C)C)=O